C(C)(C)(C)C1=C(C2=C(N=CN=C2OC)S1)C1=CC(=CC=C1)F 6-tert-Butyl-5-(3-fluorophenyl)-4-methoxythieno[2,3-d]pyrimidine